11-(2,4-difluorophenyl)-3-(methyl(2,2,2-trifluoroethyl)amino)-10-(trifluoromethyl)-3,4-dihydro-2H,6H-[1,4]thiazepino[2,3,4-ij]quinazoline-6,8(7H)-dione FC1=C(C=CC(=C1)F)C1=C(C=C2C(NC(N3C2=C1SCC(C3)N(CC(F)(F)F)C)=O)=O)C(F)(F)F